ClC=1C=CC(=C2C=NN(C(C12)=O)C([2H])([2H])[2H])O 8-chloro-5-hydroxy-2-(trideuteriomethyl)phthalazin-1-one